5-bromo-2-chloro-6-methoxypyrimidin-4-amine BrC=1C(=NC(=NC1OC)Cl)N